tetradecahydro-1H-cyclopenta[a]phenanthren C1CCCC2CCC3C4CCCC4CCC3=C12